O1C=C(C=C1)C1=C2CNC(C2=CC=C1)=O 4-(furan-3-yl)isoindolin-1-one